ClC1=C(C=C(N=N1)N)C1CCC1 6-chloro-5-cyclobutylpyridazin-3-amine